BrC=1C=CC=2N(C1)C(=C(N2)CC)N(C)C2=NC(=NS2)C2=CC=C(C=C2)Cl (6-Bromo-2-ethyl-imidazo[1,2-a]pyridin-3-yl)-[3-(4-chloro-phenyl)-[1,2,4]thiadiazol-5-yl]-methyl-amine